BrC=1C(=CC(N(C1)C(C(=O)OC)CC(C)C)=O)C(F)(F)F methyl 2-(5-bromo-2-oxo-4-(trifluoromethyl)pyridin-1(2H)-yl)-4-methylpentanoate